CN1C(=NC2=C1C=CC(=C2)C)N 1,5-dimethyl-2-aminobenzimidazole